6-iodo-7-methyl-5-{4-[(4-methylpyrimidin-2-yl)oxy]phenyl}-7H-pyrrolo[2,3-d]pyrimidin-4-amine IC1=C(C2=C(N=CN=C2N)N1C)C1=CC=C(C=C1)OC1=NC=CC(=N1)C